(2R)-methyl 2-amino-3-phenylpropionate hydrochloride Cl.N[C@@H](C(=O)OC)CC1=CC=CC=C1